methyl (R)-2-(4-((tert-butyldimethylsilyl)oxy)-2-oxopyrrolidin-1-yl)acetate [Si](C)(C)(C(C)(C)C)O[C@@H]1CC(N(C1)CC(=O)OC)=O